2-Chloro-9-((1r,4r)-4-((2-hydroxyethyl)amino)cyclohexyl)-7-methyl-7,9-dihydro-8H-purine ClC1=NC=C2N(CN(C2=N1)C1CCC(CC1)NCCO)C